7-(5-bromo-4-methylpyridin-3-yl)-2-tert-butyl-5,7-diazaspiro[3.4]octane-6,8-dione BrC=1C(=C(C=NC1)N1C(NC2(CC(C2)C(C)(C)C)C1=O)=O)C